OCCCCCCC=1N=C(N(C1)C1=CC=CC=C1)NC(C1=CC(=CC=C1)C=1C=NN(C1)C)=O N-(4-(6-hydroxyhexyl)-1-phenyl-1H-imidazol-2-yl)-3-(1-methyl-1H-pyrazol-4-yl)benzamide